bis(2,6-dimethylbenzoyl)-2-methoxyphenylphosphine oxide CC1=C(C(=O)P(C2=C(C=CC=C2)OC)(C(C2=C(C=CC=C2C)C)=O)=O)C(=CC=C1)C